4-chloro-7-{(3S)-3-[4-(4-formylpiperidin-1-yl)phenyl]piperidin-1-yl}-1H-indole-3-carbonitrile ClC1=C2C(=CNC2=C(C=C1)N1C[C@@H](CCC1)C1=CC=C(C=C1)N1CCC(CC1)C=O)C#N